ethyl 4-amino-5,7-dichloro-quinoline-2-carboxylate NC1=CC(=NC2=CC(=CC(=C12)Cl)Cl)C(=O)OCC